C1(CC1)C1=C(C(=NO1)C1=C(C=CC=C1Cl)Cl)CO[C@H]1[C@@H]2CN([C@H](C1)C2)C2=CC(=C(C=C2)C(=O)NCCS(=O)(=O)O)F 2-({4-[(1S,4S,5R)-5-{[5-cyclopropyl-3-(2,6-dichlorophenyl)-1,2-oxazol-4-yl]methoxy}-2-azabicyclo[2.2.1]heptan-2-yl]-2-fluorophenyl}formamido)ethane-1-sulfonic acid